4-bromo-1-(1-methylpyrrolidin-3-yl)-1H-pyrazole BrC=1C=NN(C1)C1CN(CC1)C